O1C(COC2=C1C=CC=C2)CN2CC(CCC2)(COC)CC 1-(2,3-dihydrobenzo[1,4]dioxin-2-ylmethyl)-3-ethyl-3-methoxymethylpiperidine